NC=1OC2=C(CC1C(=O)OC(C)C#N)C=C(C=C2)Br 2-Amino-6-bromo-α-cyano-3-(ethoxycarbonyl)-4H-1-benzopyran